C(C1=CC=CC=C1)N1C[C@@H](N(C2=C(C1=O)C=NC(=N2)N2CCCC2)C2=CC=CC=C2)C=C (S)-6-benzyl-9-phenyl-2-(1-tetrahydropyrrolyl)-8-vinyl-6,7,8,9-tetrahydro-5H-pyrimido[4,5-e][1,4]Diazepin-5-one